(R)-3-(4,4-difluoroazepan-1-yl)-5-methyl-6-(1-methyl-1H-pyrazol-4-yl)-N-(3-(S-methyl-N-(methylglycyl)sulfonimidoyl)phenyl)pyridazine-4-carboxamide FC1(CCN(CCC1)C=1N=NC(=C(C1C(=O)NC1=CC(=CC=C1)[S@@](=O)(=NC(CNC)=O)C)C)C=1C=NN(C1)C)F